C(/C1=CC=CC=C1)=N\N1C([C@@H]2CC3=C(NC=4C=CC=CC34)[C@H](N2C(C1)=O)C)=O (6R,12aS)-2-((E)-benzylideneamino)-6-methyl-2,3,12,12a-tetrahydropyrazino[1',2':1,6]pyrido[3,4-b]indole-1,4(6H,7H)-dione